(E)-5-(4-oxocyclohexyl)pent-4-enoic acid ethyl ester C(C)OC(CC\C=C\C1CCC(CC1)=O)=O